1-butyl-4-{1-[4-(2,3-dimethylphenoxy)butyl]-1H-benzimidazol-2-yl}pyrrolidin-2-one methyl-3-[(2R)-2-(tert-butoxycarbonylamino)propyl]imidazole-4-carboxylate COC(=O)C=1N(C=NC1)C[C@@H](C)NC(=O)OC(C)(C)C.C(CCC)N1C(CC(C1)C1=NC2=C(N1CCCCOC1=C(C(=CC=C1)C)C)C=CC=C2)=O